C1(=CC=C(C=C1)C1=CC2(CNC2)C1)C 6-(p-tolyl)-2-azaspiro[3.3]hept-5-ene